aminosilane methacrylate C(C(=C)C)(=O)O.N[SiH3]